9-chloro-10-(2,4-difluorophenyl)-7-((R)-2-((methylsulfonyl)methyl)piperazin-1-yl)-2,3-dihydro-5H-[1,4]thiazino[2,3,4-ij]quinazolin-5-one ClC=1C=C2C(=NC(N3C2=C(C1C1=C(C=C(C=C1)F)F)SCC3)=O)N3[C@H](CNCC3)CS(=O)(=O)C